COC(C(C(C(=O)OC)OC(C(=O)O)CC=O)OC(C(=O)O)CC=O)=O 4'-((1,4-dimethoxy-1,4-dioxobutane-2,3-diyl)bis(oxy))bis(4-oxobutanoic acid)